ClC1=CC2=C(CC3=C(N(S2(=O)=O)C)C=CC=C3)C=C1 3-chloro-6-methyl-5,5-dioxido-6,11-dihydrodibenzo[c,f][1,2]thiazepin